C(C)(C)(C)OC(=O)N1C[C@H](N([C@@H](C1)C)C1=CC=C2C(=NN(C2=C1)C)C1C(NC(CC1)=O)=O)C (3R,5R)-4-(3-(2,6-dioxopiperidin-3-yl)-1-methyl-1H-indazol-6-yl)-3,5-dimethylpiperazine-1-carboxylic acid tert-butyl ester